M-Dioxane O1COCCC1